NC=1NC(C=2N=CN(C2N1)[C@H]1[C@@H]([C@@H]([C@H]2[C@@H](CCC=C12)O)O)O)=O 2-amino-9-((1R,2S,3R,3aR,4R)-2,3,4-trihydroxy-2,3,3a,4,5,6-hexahydro-1H-inden-1-yl)-1,9-dihydro-6H-purin-6-one